CN1CC(C1)(C)[C@@](C=1C=C(C=NC1)C#CC(O)C=1N=C(SC1)C)(C1=CC=C(C=C1)C(C)C)O 3-{5-[(R)-(1,3-dimethyl-azetidin-3-yl)-hydroxy-(4-isopropyl-phenyl)-methyl]-pyridin-3-yl}-1-(2-methyl-thiazol-4-yl)-prop-2-yn-1-ol